[K+].S(=O)(=O)([O-])C1=CC=C(C(=O)[O-])C=C1.[K+] 4-sulfo-benzoic acid potassium salt